2-amino-3,6,7-trichloro-1,4-naphthoquinone NC=1C(C2=CC(=C(C=C2C(C1Cl)=O)Cl)Cl)=O